4-(2-aminothiazole-5-yl)-2,2-dimethyl-piperazine-1-carboxylic acid tert-butyl ester C(C)(C)(C)OC(=O)N1C(CN(CC1)C1=CN=C(S1)N)(C)C